C(=C)C(C=C)[SiH2]CCC(=C(CC[SiH2]C(C=C)C=C)CC[SiH2]C(C=C)C=C)[SiH3] tris[2-(divinylmethylsilyl)ethyl]vinylsilane